1-Hepten oxid C1C(CCCCC)O1